N1(CCC1)C1=NC=C(C=N1)C(C)N1N=CC(=C1)NC(=O)C1=NC(=CN=C1)Br N-(1-(1-(2-(azetidin-1-yl)pyrimidin-5-yl)ethyl)-1H-pyrazol-4-yl)-6-bromopyrazine-2-carboxamide